3-(tributoxysilyl)propyl-n-tetradecyldimethyl-ammonium chloride [Cl-].C(CCC)O[Si](CCC[N+](C)(C)CCCCCCCCCCCCCC)(OCCCC)OCCCC